[Si](C)(C)(C(C)(C)C)OC1=CC=C2C3=C(C(OC2=C1)=O)C=C(C=C3)C#CCN3CCOCC3 3-((tert-butyldimethylsilyl)oxy)-8-(3-morpholinopropan-1-yn-1-yl)-6H-benzo[c]chromen-6-one